2,4-difluorophenyl-acetonitrile FC1=C(C=CC(=C1)F)CC#N